tert-butyl (R)-3-((tert-butoxycarbonyl)amino)-3-formylazepane-1-carboxylate C(C)(C)(C)OC(=O)N[C@]1(CN(CCCC1)C(=O)OC(C)(C)C)C=O